trimethoxytitanium chloride [Cl-].CO[Ti+](OC)OC